BrC1=CC=C(C=N1)N1C=C(C(C2=CC(=C(C=C12)F)Cl)=O)C(=O)OCC ethyl 1-(6-bromopyridin-3-yl)-6-chloro-7-fluoro-4-oxo-1,4-dihydroquinoline-3-carboxylate